TERT-BUTYL 7-FORMYL-3-IODO-1H-INDAZOLE-1-CARBOXYLATE C(=O)C=1C=CC=C2C(=NN(C12)C(=O)OC(C)(C)C)I